1-[2-(1H-benzotriazol-4-yl)-6-[5-[(6-methylpyridazin-3-yl)amino]benzimidazol-1-yl]-3-pyridinyl]ethanol N1N=NC2=C1C=CC=C2C2=NC(=CC=C2C(C)O)N2C=NC1=C2C=CC(=C1)NC=1N=NC(=CC1)C